BrCC(=O)C=1N=C2N(C=CC=C2)C1S(=O)(=O)CC 2-bromo-1-(3-ethylsulfonylimidazo[1,2-a]pyridin-2-yl)ethanone